ClC(=O)C=1C=C(C=C(C1)C(=O)OC)C(=O)OC dimethyl 5-chlorocarbonylbenzene-1,3-dicarboxylate